N-(2,6-dimethylpyrimidin-4-yl)-6-(5-fluoro-2-methylpyridin-4-yl)imidazo[1,2-a]pyrazin-2-amine CC1=NC(=CC(=N1)NC=1N=C2N(C=C(N=C2)C2=CC(=NC=C2F)C)C1)C